OCCCOC=1C(OC2=CC=CC=C2C1C)=O (hydroxypropyloxy)-4-methylcoumarin